COC(=O)C1C2C3C4C=CC(C3C(C1)C2)C4 8-methoxycarbonyltetracyclo[4.4.0.12,5.17,10]-3-dodecene